3-[4-(diethylamino)-2-hexyloxyphenyl]-3-(1-ethyl-2-methylindole-3-yl)-4-azaphthalide C(C)N(C1=CC(=C(C=C1)C1(OC(=O)C2=CC=CN=C12)C1=C(N(C2=CC=CC=C12)CC)C)OCCCCCC)CC